[Rb].[Nb].[K] potassium niobium rubidium